1-Cyclopentyl-N-(3-fluoro-4-((5,6,7,8-tetrahydropyrido[3,4-d]pyrimidin-4-yl)oxy)phenyl)-3-(4-fluoroPhenyl)-2,4-dioxo-1,2,3,4-tetrahydropyrimidine-5-carboxamide C1(CCCC1)N1C(N(C(C(=C1)C(=O)NC1=CC(=C(C=C1)OC=1C2=C(N=CN1)CNCC2)F)=O)C2=CC=C(C=C2)F)=O